ClC1=C(C=2N=C(N=C(C2C=N1)N1CC2CCC(C1)N2C(=O)OC(C)(C)C)OCC2(CC2)CO)F tert-butyl 3-(7-chloro-8-fluoro-2-((1-(hydroxymethyl)cyclopropyl)methoxy)pyrido[4,3-d]pyrimidin-4-yl)-3,8-diazabicyclo[3.2.1]octane-8-carboxylate